2-(6-Amino-4-methoxypyridazin-3-yl)isothiazolidine-1,1-dioxide NC1=CC(=C(N=N1)N1S(CCC1)(=O)=O)OC